5-(8-((1S,2S)-2-(1-(2,2,2-trifluoroethyl)-1H-indazol-6-yl)cyclopropyl)-[1,2,4]triazolo[1,5-b]pyridazin-6-yl)pyrimidine-2,4(1H,3H)-dione FC(CN1N=CC2=CC=C(C=C12)[C@@H]1[C@H](C1)C=1C=2N(N=C(C1)C=1C(NC(NC1)=O)=O)N=CN2)(F)F